Cl.NCC(C)(C)N1N=C(C=C1C(=O)OC)Br methyl 1-(1-amino-2-methylpropan-2-yl)-3-bromo-1H-pyrazole-5-carboxylate hydrochloride